1-Methoxy-1-(trimethylsiloxy)-2-methylpropene COC(=C(C)C)O[Si](C)(C)C